(S)-2-((((9H-fluoren-9-yl)methoxy)carbonyl)(methyl)amino)-3-(1H-1,2,3-triazol-4-yl)propanoic acid C1=CC=CC=2C3=CC=CC=C3C(C12)COC(=O)N([C@H](C(=O)O)CC=1N=NNC1)C